C(C)(C)(C)N1[C@@H](CCC1)C1=C(C=CC=C1)C(C)C (S)-tert-butyl-2-(2-isopropylphenyl)pyrrolidine